C[C@H](CCC)N (R)-pentan-2-amine